CC1(C2C(N(C(C12)=O)CC1=CC2=NC=CC(=C2S1)C1=NC(=CC(=C1NC1CNCCC1)C)C(F)(F)F)=O)C 6,6-dimethyl-3-((7-(4-methyl-3-(piperidin-3-ylamino)-6-(trifluoromethyl)pyridin-2-yl)thieno[3,2-b]pyridin-2-yl)methyl)-3-azabicyclo[3.1.0]hexane-2,4-dione